C[C@@H]1N(CC1)C=1N=C(C2=C(N1)CCC2)C=2C=C1C=CC(=NC1=CC2)N (S)-6-(2-(2-methylazetidin-1-yl)-6,7-dihydro-5H-cyclopenta[d]pyrimidin-4-yl)quinolin-2-amine